6-bromo-2,3-dihydro-1-benzofuran BrC1=CC2=C(CCO2)C=C1